N,N-diphenyl-benzidine C1(=CC=CC=C1)N(C1=CC=C(C=C1)C1=CC=C(N)C=C1)C1=CC=CC=C1